FC1=CC=C(C=C1)C=CO[Si](C)(C)C (4-fluorophenyl)vinyloxy-trimethyl-silane